[(2R,3S,11bR)-9,10-dimethoxy-3-(2-methylpropyl)-1H,2H,3H,4H,6H,7H,11bH-pyrido[2,1-a]isoquinolin-2-yl]methyl 3-(morpholin-4-yl)propanoate N1(CCOCC1)CCC(=O)OC[C@@H]1C[C@H]2N(CCC3=CC(=C(C=C23)OC)OC)C[C@H]1CC(C)C